2-acetyl-N-Bocaniline C(C)(=O)C1=C(NC(=O)OC(C)(C)C)C=CC=C1